N-(2-chloro-4-cyanophenyl)-2-(2-(4,7-dihydro-5H-thieno[2,3-c]pyran-2-yl)-5-ethyl-7-oxo-6-(piperazin-1-yl)-[1,2,4]triazolo[1,5-a]pyrimidin-4(7H)-yl)acetamide ClC1=C(C=CC(=C1)C#N)NC(CN1C=2N(C(C(=C1CC)N1CCNCC1)=O)N=C(N2)C2=CC1=C(COCC1)S2)=O